N-((4R,5S)-3-((1,3-dioxoisoindolin-2-yl)methyl)-7-ethyl-4-(4-fluorophenyl)-6-oxo-1-phenyl-4,5,6,7-tetrahydro-1H-pyrazolo[3,4-b]pyridin-5-yl)-4-(trifluoromethyl)pyrimidine-2-carboxamide O=C1N(C(C2=CC=CC=C12)=O)CC1=NN(C=2N(C([C@H]([C@@H](C21)C2=CC=C(C=C2)F)NC(=O)C2=NC=CC(=N2)C(F)(F)F)=O)CC)C2=CC=CC=C2